mercury mercurous sulfate S(=O)(=O)([O-])[O-].[Hg+].[Hg+]